8,9-difluoro-1,6-dioxo-1,4,5,6-tetrahydrobenzo[c][1,7]naphthyridin-3(2H)-carboxylic acid tert-butyl ester C(C)(C)(C)OC(=O)N1CC(C=2C3=C(C(NC2C1)=O)C=C(C(=C3)F)F)=O